CC(C[Si](OC)(OC)C)C=C 2-methyl-3-butenylmethyldimethoxysilane